8-((cyclopropylmethyl)(3-methyl-4-(trifluoromethoxy)phenyl)-amino)-5-methyl-6-oxo-5,6-dihydro-1,5-naphthyridine-2-carbonitrile C1(CC1)CN(C1=CC(N(C=2C=CC(=NC12)C#N)C)=O)C1=CC(=C(C=C1)OC(F)(F)F)C